SCCC(=O)OCCCCOC(CCS)=O 1,4-butanediol di(3-mercaptopropionate)